C1(=CC=C(C=C1)NC(=N)N)C p-tolylguanidine